OC1=C(C=CC(=C1)C#CC1=CC=CC=C1)C(C=CC1=CC=CC=C1)=O 2'-Hydroxy-4'-(phenylethynyl)-beta-phenylacrylophenone